NC=1C(=C(C=C2C=C(N=CC12)NC(OC1CC(C1)(C)OC)=O)C1=C(C2=C(OCCN2)N=C1)C)F (1s,3s)-3-methoxy-3-methylcyclobutyl (8-amino-7-fluoro-6-(8-methyl-2,3-dihydro-1H-pyrido[2,3-b][1,4]oxazin-7-yl)isoquinolin-3-yl)carbamate